C(CC)N(C(CCCCC)N)CCC N,N-dipropylhexanediamine